5,10,15-tris(p-chlorophenyl)-20-(p-hydroxyphenyl)porphyrin copper (II) [Cu+2].ClC1=CC=C(C=C1)C=1C2=CC=C(N2)C(=C2C=CC(C(=C3C=CC(=C(C=4C=CC1N4)C4=CC=C(C=C4)Cl)N3)C3=CC=C(C=C3)Cl)=N2)C2=CC=C(C=C2)O